CN(C1CCN(CC1)C=1C=C(C(=O)NC=2N=CC3=CC=C(C=C3C2)C2=CN=CS2)C=CN1)C 2-(4-(Dimethylamino)piperidin-1-yl)-N-(6-(thiazol-5-yl)isoquinolin-3-yl)Isonicotinamide